trisilyl-amine [SiH3]N([SiH3])[SiH3]